ClC1=CC=C2C(=C1)NC([C@@]21[C@@H](N[C@H]([C@@H]1C1=C(C(=CC=C1)Cl)F)C(=O)NC1=C(C=C(C(=O)OC)C=C1)OC)CC(C)(C)C)=O |r| rac-methyl 4-((2'S,3'R,4'S,5'R)-6-chloro-4'-(3-chloro-2-fluorophenyl)-2'-neopentyl-2-oxospiro[indoline-3,3'-pyrrolidine]-5'-carboxamido)-3-methoxybenzoate